N-acryloyl-glycinamide tert-butyl-5-fluoro-2-oxopiperidine-1-carboxylate C(C)(C)(C)C1C(N(CC(C1)F)C(=O)O)=O.C(C=C)(=O)NC(CN)=O